COC(=O)C=1N=CSC1 [1,3]thiazole-4-carboxylic acid methyl ester